(2S,4R)-6-chloro-4-hydroxy-N-(3-{4-[6-(trifluoromethoxy)pyridin-3-yl]-1H-pyrazol-1-yl}bicyclo[1.1.1]pentan-1-yl)-3,4-dihydro-2H-1-benzopyran-2-carboxamide ClC=1C=CC2=C([C@@H](C[C@H](O2)C(=O)NC23CC(C2)(C3)N3N=CC(=C3)C=3C=NC(=CC3)OC(F)(F)F)O)C1